Palmitoleat C(CCCCCCC\C=C/CCCCCC)(=O)[O-]